N-(4-bromo-2-isopropylphenyl)acetamide BrC1=CC(=C(C=C1)NC(C)=O)C(C)C